ClC1=CC=C2C(=CNC2=C1)S(=O)(=O)NC=1C(=NC(=CC1)OCC(F)F)OC 6-Chloro-N-[6-(2,2-difluoroethoxy)-2-methoxypyridin-3-yl]-1H-indole-3-sulfonamide